2-(2-aminoethyldithio)ethanol NCCSSCCO